CC1(CC(=NO1)S(=O)(=O)CC1=C(C(=C(C(=C1F)F)COCC(F)(F)F)F)F)C 5,5-dimethyl-3-((2,3,5,6-tetrafluoro-4-((2,2,2-trifluoroethoxy)methyl)benzyl)sulfonyl)-4,5-dihydroisoxazole